OCC1(CCOCC1)C(=O)N[C@H](C(=O)O)CCCCCCCC1=NC=2NCCCC2C=C1 (S)-2-(4-(hydroxymethyl)tetrahydro-2H-pyran-4-carboxamido)-9-(5,6,7,8-tetrahydro-1,8-naphthyridin-2-yl)nonanoic acid